COC(=O)C1CCC(CC1)C(NC1=NC=C(C=C1)NC1=NC(=CC=C1[N+](=O)[O-])N1N=CC=C1)=O.C(C1=CC=CC=C1)OC1=C(C=CC(=C1)F)C(CC=C)CC=C 2-(Benzyloxy)-4-fluoro-1-(hept-1,6-dien-4-yl)benzene methyl-(1r,4r)-4-((5-((3-nitro-6-(1H-pyrazol-1-yl)pyridin-2-yl)amino)pyridin-2-yl)carbamoyl)cyclohexane-1-carboxylate